C1=CC(=C(C(=C1)O)Br)O 2,6-dihydroxybromobenzene